ClC1=C(C=C(C(=O)NC2=CC(=C(C=C2)C)NC2=NC=CC=C2C2=C3N=CN(C3=NC=N2)C2OCCCC2)C=C1)N(C)C 4-chloro-3-(dimethylamino)-N-(4-methyl-3-((3-(9-(tetrahydro-2H-pyran-2-yl)-9H-purin-6-yl)pyridin-2-yl)amino)phenyl)benzamide